2-methylimidazo[1,2-a]pyridine-7-carboxylic acid methyl ester COC(=O)C1=CC=2N(C=C1)C=C(N2)C